C[C@@H]1CN=C2N1C1=CC=C(C=C1C(N2CC2=NNC(=C2)C)=O)S(=O)(=O)NC2(CC2)C (R)-1-methyl-4-((5-methyl-1H-pyrazol-3-yl)methyl)-N-(1-methylcyclopropyl)-5-oxo-1,2,4,5-tetrahydroimidazo-[1,2-a]quinazoline-7-sulfonamide